1-(4-(1-(3-chloro-4-cyclopropylphenyl)azetidin-3-yl)-2,6-dimethylbenzyl)-3-methylazetidin-3-ol, formic acid salt C(=O)O.ClC=1C=C(C=CC1C1CC1)N1CC(C1)C1=CC(=C(CN2CC(C2)(O)C)C(=C1)C)C